F[C@@H]1CN(CC[C@@H]1NC1=NC=C(C(=N1)C=1N=CN(C1)C1=C(C#N)C=C(C=C1)C(F)(F)F)C(F)(F)F)S(=O)(=O)C 2-(4-(2-(((3R,4S)-3-Fluoro-1-(methylsulfonyl)piperidin-4-yl)amino)-5-(trifluoromethyl)pyrimidin-4-yl)-1H-imidazol-1-yl)-5-(trifluoro-methyl)benzonitrile